FC1(CC(C1)NC(=O)C=1C=NN2C1C=C(C=C2)C2=CNC=1N=C(N=CC12)N[C@H](C(F)(F)F)C)F (S)-N-(3,3-difluorocyclobutyl)-5-(2-((1,1,1-trifluoropropan-2-yl)amino)-7H-pyrrolo[2,3-d]pyrimidin-5-yl)pyrazolo[1,5-a]pyridine-3-carboxamide